[O-]B1OO1 3-oxidodioxaborirane